CN1C(C(CCC1)C1=CC=2C(=NC=C(C2NC=2C(=CC3=C(N=CS3)C2F)F)F)S1)C N-(2-(1,2-dimethylpiperidin-3-yl)-5-fluorothieno[2,3-b]pyridin-4-yl)-4,6-difluorobenzo[d]thiazol-5-amine